IC1=CC2=C(N=NN(C2=O)C2C(NC(CC2)=O)=O)C=C1 3-(6-iodo-4-oxobenzo[d][1,2,3]triazin-3(4H)-yl)piperidin-2,6-dione